C(CCCC)NC(=O)C=1N=C(OC1)C1C(C2CCC1O2)CC2=C(C=CC=C2)CCC(=O)O 2-[[3-[4-[(pentylamino)carbonyl]-2-oxazolyl]-7-oxabicyclo[2.2.1]hept-2-yl]methyl]benzenepropanoic acid